C(#N)C1(CC1)NS(=O)(=O)C=1C=C(C=2N(C1)C(=NC2)C=2SC(=NN2)CO)N2CCN(CC2)C(C(C)C)=O N-(1-cyanocyclopropyl)-3-(5-(hydroxymethyl)-1,3,4-thiadiazol-2-yl)-8-(4-isobutyrylpiperazin-1-yl)imidazo[1,5-a]pyridine-6-sulfonamide